FC1=CC=C(CN2CCNCC2)C=C1 4-(4-fluorobenzyl)piperazin